(1R,2S)-2-amino-1,2-bis(4-(perfluorohexyl)phenyl)ethanol N[C@H]([C@H](O)C1=CC=C(C=C1)C(C(C(C(C(C(F)(F)F)(F)F)(F)F)(F)F)(F)F)(F)F)C1=CC=C(C=C1)C(C(C(C(C(C(F)(F)F)(F)F)(F)F)(F)F)(F)F)(F)F